Cl.C(C)C=1N=C2N(C=C(C=C2)C=2C=NC(=CC2)N2CCC(CC2)C(=O)N2C[C@@H](CC2)O)C1N(C=1SC(=C(N1)C1=CC=C(C=C1)F)C#N)C (R)-2-((2-ethyl-6-(6-(4-(3-hydroxypyrrolidine-1-carbonyl)piperidin-1-yl)pyridin-3-yl)imidazo[1,2-a]pyridin-3-yl)(methyl)amino)-4-(4-fluorophenyl)thiazole-5-carbonitrile hydrochloride